(((5-(2-methoxypyridin-4-yl)-2,3-dihydro-1H-inden-4-yl)carbamoyl)oxy)propanoic acid ethyl ester C(C)OC(C(C)OC(NC1=C2CCCC2=CC=C1C1=CC(=NC=C1)OC)=O)=O